4-[1-(2-methylphenyl)-1H-pyrazol-3-yl]piperidine-1-carboxylic acid tert-butyl ester C(C)(C)(C)OC(=O)N1CCC(CC1)C1=NN(C=C1)C1=C(C=CC=C1)C